(R)-4-(sec-butylamino)-7-cyano-N-(3-hydroxy-3-methylbutyl)-5H-pyrido[3,2-b]indole-3-carboxamide [C@@H](C)(CC)NC1=C(C=NC2=C1NC=1C=C(C=CC21)C#N)C(=O)NCCC(C)(C)O